diphenyl-(1,3,5-trimethylbenzoyl)phosphine oxide C1(=CC=CC=C1)P(C(C1(CC(=CC(=C1)C)C)C)=O)(C1=CC=CC=C1)=O